[2-[(2,4-dimethoxyphenyl)methylamino]-3-fluoropyridin-4-yl]boronic acid COC1=C(C=CC(=C1)OC)CNC1=NC=CC(=C1F)B(O)O